N-(imidazo[1,2-b]pyridazin-3-yl)-6-methoxy-2-((1r,4r)-4-(N-methylacetylamino)cyclohexyl)-2H-indazole-5-carboxamide N=1C=C(N2N=CC=CC21)NC(=O)C2=CC1=CN(N=C1C=C2OC)C2CCC(CC2)NC(CC)=O